ClC=1C=C2C(=NC(=NC2=C(C1C1=CC(=CC2=CC=CC=C12)O)F)OC[C@H]1N(CCC1)C)N1CC2CCC(C1)N2 4-(6-chloro-4-{3,8-diazabicyclo[3.2.1]octan-3-yl}-8-fluoro-2-{[(2S)-1-methylpyrrolidin-2-yl]methoxy}quinazolin-7-yl)naphthalen-2-ol